(S)-2-(6-(2-(4-(Pentafluoro-λ6-sulfaneyl)phenoxy)pyridin-3-yl)-1H-benzo[d]imidazol-1-yl)propan-1-ol FS(C1=CC=C(OC2=NC=CC=C2C=2C=CC3=C(N(C=N3)[C@H](CO)C)C2)C=C1)(F)(F)(F)F